S1C(=CC=C1)C=1SC(=CC1)C=1SC=CC1 2,2':5',2''-terthiophene